3-(2-(3-(Methylsulfonyl)-4-((1-(methylsulfonyl)piperidin-4-yl)methoxy)-benzyl)isoindolin-5-yl)-1,2,4-oxadiazole CS(=O)(=O)C=1C=C(CN2CC3=CC=C(C=C3C2)C2=NOC=N2)C=CC1OCC1CCN(CC1)S(=O)(=O)C